tert-butyl 4-((2,2-difluoro-6-(4-(methoxycarbonyl)phenyl)-7-azaspiro[3.5]nonan-7-yl)methyl)-5-methoxy-7-methyl-1H-indole-1-carboxylate FC1(CC2(C1)CC(N(CC2)CC2=C1C=CN(C1=C(C=C2OC)C)C(=O)OC(C)(C)C)C2=CC=C(C=C2)C(=O)OC)F